(R)-N-(7-(1-(1-acryloylpiperidin-3-yl)-4-amino-1H-pyrazolo[3,4-d]pyrimidin-3-yl)benzo[d][1,3]dioxol-4-yl)-2-naphthamide C(C=C)(=O)N1C[C@@H](CCC1)N1N=C(C=2C1=NC=NC2N)C2=CC=C(C1=C2OCO1)NC(=O)C1=CC2=CC=CC=C2C=C1